BrC1=C(N(N=C1)C)C1=NC=CC=C1 2-(4-bromo-2-methyl-pyrazol-3-yl)pyridine